C(C1=CC=CC=C1)OC1CC(C1)OCCOCCOCCOCCOCCN(C(OC(C)(C)C)=O)C tert-butyl N-[2-[2-[2-[2-[2-(3-benzyloxycyclobutoxy)ethoxy] ethoxy]ethoxy]ethoxy]ethyl]-N-methyl-carbamate